C(C)OC(=O)C=1C(=NN(C1Br)C(C)CCCO)Br 3,5-dibromo-1-(5-hydroxypentan-2-yl)pyrazole-4-carboxylic acid ethyl ester